benzo[d][1,3]dioxan-4-yl-boronic acid O1COC(C2=C1C=CC=C2)B(O)O